C12(OCC=3C=NC=CC31)CCC(CC2)C(=O)N 3'H-spiro[cyclohexane-1,1'-furo[3,4-c]pyridine]-4-carboxamide